BrC1=CC=C(C=C1)N1CCN(CC1)C1=CC=C(C=C1)N1C(N(N=C1)C(CC)CC)=O 4-(4-(4-(4-bromophenyl)piperazin-1-yl)phenyl)-2-(pentan-3-yl)-2,4-dihydro-3H-1,2,4-triazol-3-one